FC(C1=NN(C=C1C(=O)NC1=C(C=CC=C1)C1=CC=C(C=C1)C#CC)C)F 3-(Difluoromethyl)-1-methyl-N-[4'-(prop-1-yn-1-yl)biphenyl-2-yl]-1H-pyrazol-4-carboxamid